N-((2r,3s)-1-(1-(4-fluorophenyl)-1H-indazol-5-yl)-5-oxo-4-phenethyl-2-phenylpyrrolidin-3-yl)cyclopropanecarboxamide FC1=CC=C(C=C1)N1N=CC2=CC(=CC=C12)N1[C@@H]([C@H](C(C1=O)CCC1=CC=CC=C1)NC(=O)C1CC1)C1=CC=CC=C1